(E)-2-((2,3-dihydrobenzo[b][1,4]dioxin-6-yl)methylene)butanenitrile O1C2=C(OCC1)C=C(C=C2)\C=C(\C#N)/CC